ClC=1C=C(C=C(C1)Cl)C1=CC=C(S1)C(C)NC1=NC(=NC2=CC(=C(C=C12)OC)OC)C N-{1-[5-(3,5-dichlorophenyl)thiophen-2-yl]ethyl}-6,7-dimethoxy-2-methylquinazolin-4-amine